N1C=CC2=CC(=CC=C12)S(=O)(=O)N1C[C@@H](CC1)NC(OC(C)(C)C)=O tert-butyl N-[(3R)-1-(1H-indol-5-ylsulfonyl)pyrrolidin-3-yl]carbamate